(6Z)-8-(cis-4-amino-4-methyl-cyclohexoxy)-6-(2-methoxyethoxyimino)-5,5-dimethyl-benzo[h]quinazoline-4-amine NC1(CCC(CC1)OC=1C=CC2=C(\C(\C(C=3C(=NC=NC23)N)(C)C)=N/OCCOC)C1)C